CC1=C(OC2=C(C=C(C=C2C1=O)C)C(C)NC1=C(C(=O)O)C=CC=C1)C1=CC=C(C=C1)N1CCN(CC1)C1COC1 2-[1-[3,6-dimethyl-2-[4-[4-(oxetan-3-yl)piperazin-1-yl]phenyl]-4-oxo-chromen-8-yl]ethylamino]benzoic acid